8-Cyclopentyl-N-(3-fluoro-5-(1-(tetrahydrofuran-3-yl)-1H-pyrazol-4-yl)benzyl)-7H-purine-6-carboxamide C1(CCCC1)C1=NC2=NC=NC(=C2N1)C(=O)NCC1=CC(=CC(=C1)C=1C=NN(C1)C1COCC1)F